N-(butyl)thiophosphoric acid triamide C(CCC)NP(N)(N)=S